ClC=1C(=CC=C2N=CC(=NC12)C=1C=NN(C1)CCC1OCC=C1)OC=1C=CC2=C(N(C(=N2)C)COCC[Si](C)(C)C)C1 8-Chloro-2-(1-(2-(2,5-dihydrofuran-2-yl)ethyl)-1H-pyrazol-4-yl)-7-((2-methyl-1-((2-(trimethylsilyl)ethoxy)methyl)-1H-benzo[d]imidazol-6-yl)oxy)quinoxaline